2-(3,3-difluoropropyl)malonic acid diethyl ester C(C)OC(C(C(=O)OCC)CCC(F)F)=O